(2,2-difluoroethyl) (2,2,2-trifluoroethyl) sulfate S(=O)(=O)(OCC(F)F)OCC(F)(F)F